[O-]S(=O)(=O)C(F)(F)F.C(CCCCCCCCC)[NH+]1CC(CCC1)C 1-Decyl-3-Methylpiperidinium triflat